ClC1=CC=C(C(=N1)S(=O)(=O)N)O[C@H](C)C=1C=C(C=C2C(C(=C(OC12)C=1N(N=CC1)C)C)=O)C 6-Chloro-3-[(1R)-1-[3,6-dimethyl-2-(2-methylpyrazol-3-yl)-4-oxo-chromen-8-yl]ethoxy]pyridine-2-sulfonamide